CN(C(=O)C=1NC2=CC(=CC=C2C1)C1=NC=CC(=N1)NC=1C=C2C(=NNC2=CC1)C)C N,N-dimethyl-6-(4-((3-methyl-1H-indazol-5-yl)amino)pyrimidin-2-yl)-1H-indole-2-carboxamide